methyl 2-(5-chloro-2-(N-((1S)-2-(6-fluoro-2,3-dimethylphenyl)-1-(5-oxo-4,5-dihydro-1,3,4-oxadiazol-2-yl) propyl)sulfamoyl)phenyl)-2-methylpropanoate ClC=1C=CC(=C(C1)C(C(=O)OC)(C)C)S(N[C@@H](C(C)C1=C(C(=CC=C1F)C)C)C=1OC(NN1)=O)(=O)=O